OC=1C=C2CCC3([C@H](C2=CC1)C1=CC=C(C=C1)N1CCC(CC1)C=O)CCC3 (S)-1-(4-(6'-Hydroxy-3',4'-dihydro-1'H-spiro[cyclobutane-1,2'-naphthalen]-1'-yl)phenyl)piperidine-4-carbaldehyde